ClC=1N=C(C2=C(N1)C(=C(N=C2)C2=CC(=CC1=CC=C(C(=C21)CC)F)OCOC)F)C2=NN1C(CNCC1)=C2C#N (2-chloro-7-(8-ethyl-7-fluoro-3-(methoxymethoxy)naphthalen-1-yl)-8-fluoropyrido[4,3-d]pyrimidin-4-yl)-4,5,6,7-tetrahydropyrazolo[1,5-a]pyrazine-3-carbonitrile